1-cycloheptyl-2-((5-(1-cyclopropyl-4-methyl-1H-1,2,3-triazol-5-yl)Pyridin-2-yl)amino)-2-oxoethyl-carbamic acid tert-butyl ester C(C)(C)(C)OC(NC(C(=O)NC1=NC=C(C=C1)C1=C(N=NN1C1CC1)C)C1CCCCCC1)=O